FC1=C(OC2=CC(=NC=N2)OC2=C(C=CC=C2)/C(/C(=O)OC)=C\OC)C(=CC=C1)F methyl (E)-2-[2-[6-(2,6-difluorophenoxy)pyrimidin-4-yloxy]phenyl]-3-methoxyacrylate